ClC=1C=C(C=CC1)C1C(C1)C(=O)NC1=CN=NC(=C1)Cl 2-(3-chlorophenyl)-N-(6-chloropyridazin-4-yl)cyclopropane-1-carboxamide